3-Chloro-4-fluoro-N-((S)-1-((R)-3-hydroxypyrrolidin-1-yl)-3-methylbutan-2-yl)-N-methylbenzamide ClC=1C=C(C(=O)N(C)[C@H](CN2C[C@@H](CC2)O)C(C)C)C=CC1F